(2R)-N-((S)-(3-chloro-4-fluorophenyl)(3-(trifluoromethyl)-1H-pyrazol-5-yl)methyl)-2-methyl-3-oxopiperazine-1-carboxamide ClC=1C=C(C=CC1F)[C@H](NC(=O)N1[C@@H](C(NCC1)=O)C)C1=CC(=NN1)C(F)(F)F